O=C1NC(CCC1N1C(N(C2=C1C=CC(=C2)C#CCN2CC1(C2)CN(CC1)C(=O)OC(C)(C)C)C)=O)=O tert-butyl 2-(3-(1-(2,6-dioxopiperidin-3-yl)-3-methyl-2-oxo-2,3-dihydro-1H-benzo[d]imidazol-5-yl) prop-2-yn-1-yl)-2,6-diazaspiro[3.4]octane-6-carboxylate